3-(6-(cis-3-Oxa-7,9-diazabicyclo[3.3.1]nonan-9-yl)-1-methyl-1H-pyrazolo[4,3-c]pyridin-3-yl)-2,6-difluoro-5-(trifluoromethyl)phenol [C@@H]12COC[C@@H](CNC1)N2C2=CC1=C(C=N2)C(=NN1C)C=1C(=C(C(=C(C1)C(F)(F)F)F)O)F